tert-butyl (1-(4-cyano-6-(4-cyano-3-fluorophenyl)-5-(1-methyl-2-oxoindol-5-yl)pyrid-2-yl)piperid-4-yl)carbamate C(#N)C1=CC(=NC(=C1C=1C=C2CC(N(C2=CC1)C)=O)C1=CC(=C(C=C1)C#N)F)N1CCC(CC1)NC(OC(C)(C)C)=O